(9H-fluoren-9-yl)acetaldehyde C1=CC=CC=2C3=CC=CC=C3C(C12)CC=O